N1-(2,6-diisopropylphenyl)-N2-(5-(3-(1-(2,6-diisopropylphenyl)-1H-imidazol-4-yl)phenoxy)-2',6'-diisopropyl-[1,1'-biphenyl]-3-yl)benzene-1,2-diamine C(C)(C)C1=C(C(=CC=C1)C(C)C)NC=1C(=CC=CC1)NC=1C=C(C=C(C1)OC1=CC(=CC=C1)C=1N=CN(C1)C1=C(C=CC=C1C(C)C)C(C)C)C1=C(C=CC=C1C(C)C)C(C)C